acrylic silyl ester [SiH3]OC(C=C)=O